[Si](C)(C)(C(C)(C)C)OC[C@@H]1N(C/C(/C1)=C/C1=CC=NC=C1)C(=O)OC(C)(C)C tert-butyl (R,E)-2-(((tert-butyldimethylsilyl)oxy)methyl)-4-(pyridin-4-ylmethylene)pyrrolidine-1-carboxylate